[3-[(4-cyclopropyl-3-fluoro-2-pyridyl)oxy]azetidin-1-yl]-[6-(3-cyclopropyl-1,2,4-triazol-1-yl)-2-azaspiro[3.3]heptan-2-yl]methanone C1(CC1)C1=C(C(=NC=C1)OC1CN(C1)C(=O)N1CC2(C1)CC(C2)N2N=C(N=C2)C2CC2)F